1-di(sec-butyl)phosphinoyl-pentane C(C)(CC)P(=O)(CCCCC)C(C)CC